COC(=O)N1CCC(CC1)(C(=O)O)CC#N.C1(=CC=CC=C1)C=1C=NC=C(C1)C1=CC=CC=C1 3,5-di(phenyl)pyridine methyl-4-(cyanomethyl)piperidine-1,4-dicarboxylate